[Pd].C(C)(C)(C)P(C1=CC=C(C=C1)C(C)C)C(C)(C)C (di-tert-butyl-(4-isopropylphenyl)phosphine) palladium